C=C1C=CC=C1 The molecule is an organic cyclic compound that consists of cyclopentadiene bearing a methylene substituent. The parent of the class of fulvenes.